[Mg+2].O[C@@H](CC(=O)[O-])C.O[C@@H](CC(=O)[O-])C (R)-3-hydroxybutyrate magnesium salt